(5S)-5-(((benzyloxy)carbonyl)amino)-6-(((2S)-1-((2-methyl-5-(2-(pyrrolidin-3-yl)ethoxy)benzyl)amino)-1-oxo-4-phenylbutan-2-yl)amino)-6-oxohexanoic acid C(C1=CC=CC=C1)OC(=O)N[C@@H](CCCC(=O)O)C(=O)N[C@H](C(=O)NCC1=C(C=CC(=C1)OCCC1CNCC1)C)CCC1=CC=CC=C1